8-cyclopropyl-1,3-diiodo-quinolizin-2-one C1(CC1)C=1C=CN2C=C(C(C(=C2C1)I)=O)I